(S)-N1-ethyl-5-(1H-imidazole-4-carboxamido)-N6-(1-(2-(1-adamantylamino)-2-oxoethyl)-2-oxo-1,2-dihydropyridin-3-yl)-2-oxohexanediamide C(C)NC(C(CC[C@@H](C(=O)NC=1C(N(C=CC1)CC(=O)NC12CC3CC(CC(C1)C3)C2)=O)NC(=O)C=2N=CNC2)=O)=O